(S)-2-(4-(6-((4-chlorobenzyl)oxy)-5-fluoropyridin-2-yl)-2,5-difluorobenzyl)-1-(4,4-dimethyltetrahydrofuran-3-yl)-1H-benzo[d]imidazole-6-carboxylic acid ClC1=CC=C(COC2=C(C=CC(=N2)C2=CC(=C(CC3=NC4=C(N3[C@@H]3COCC3(C)C)C=C(C=C4)C(=O)O)C=C2F)F)F)C=C1